4,8-Dioxa-1,11-undecanediol C(CCOCCCOCCCO)O